benzyl (S)-6-azaspiro[2.5]octane-5-carboxylate hydrochloride Cl.C1CC12C[C@H](NCC2)C(=O)OCC2=CC=CC=C2